[IH]1OCC2=C1C=CC=C2 benzo[d][1,2]iodaoxole